CN(C)CC(=O)O N,N-dimethylaminoacetic acid